C(=O)[C@]12CO[C@H](CN1C(=O)[O-])C2 (1S,4S)-4-Formyl-2-oxa-5-azabicyclo[2.2.1]heptane-5-carboxylate